NC=1N=CC(=NC1C1=CC(=NO1)C1=CC=C(C=C1)CNCC(C)F)C1=CC=C(C=C1)S(=O)(=O)C(CC)C 3-(4-(5-amino-6-(3-(4-((2-fluoropropylamino)methyl)phenyl)isoxazol-5-yl)pyrazin-2-yl)phenylsulfonyl)butan